C(C(O)C)(=O)N(CCO)CCO N-lactoyl-diethanolamine